4-(1-(2-(4,6-dichloro-2-methyl-1H-indol-3-yl)ethyl)-1H-1,2,3-triazol-4-yl)butanol ClC1=C2C(=C(NC2=CC(=C1)Cl)C)CCN1N=NC(=C1)CCCCO